FC1=C(C=CC=C1)C=1C2=C(N=C(N1)N1CC3(CN(C3)C(=O)OC(C)(C)C)CC1)N(C=C2)C(CC(=O)OC)CC(C)C tert-butyl 6-(4-(2-fluorophenyl)-7-(1-methoxy-5-methyl-1-oxohexan-3-yl)-7H-pyrrolo[2,3-d]pyrimidin-2-yl)-2,6-diazaspiro[3.4]octane-2-carboxylate